(S)-3-((6-Chloro-3-(1-(difluoromethyl)-1H-pyrazol-3-yl)pyridazin-4-yl)amino)butan-1-ol ClC1=CC(=C(N=N1)C1=NN(C=C1)C(F)F)N[C@H](CCO)C